C(C)OC(/C(/C=N/O)=N/NC1=C(C=C(C=C1)Cl)F)=O.ClC1=CC(=C(C=C1)N1N=CC(=N1)C(=O)OCC)F Ethyl 2-(4-chloro-2-fluorophenyl)-2H-1,2,3-triazole-4-carboxylate Ethyl-(2E,3E)-2-[2-(4-chloro-2-fluorophenyl)hydrazinylidene]-3-(hydroxyimino)propanoate